C1=CC=C2C(=C1)C=CC=C2S(=O)(=O)[O-].[Na+] Sodium naphthaleneSulphonate